4-((2S,4R)-2-(aminomethyl)-5-chloro-6-fluoro-2-phenyl-2,3-dihydrobenzofuran-4-yl)-5-fluoro-6-(2-hydroxyethoxy)-N-methylnicotinamide NC[C@@]1(OC2=C(C1)C(=C(C(=C2)F)Cl)C2=C(C(=NC=C2C(=O)NC)OCCO)F)C2=CC=CC=C2